NC=1C=C(C=NC1OC)C1=CC=CC=N1 6-(5-amino-6-methoxypyridin-3-yl)pyridin